decyl 2-oxo-2-phenylacetate O=C(C(=O)OCCCCCCCCCC)C1=CC=CC=C1